CC1(C2=CC=CC=C2C=2C=CC(=CC12)N(C1=C(C=CC=C1)C1=CC=C(C=C1)C1=C(C=CC=C1)N(C1=CC=CC=C1)C1=CC=2C(C3=CC=CC=C3C2C=C1)(C)C)C1=CC=CC=C1)C 2,2''-bis{(9,9-dimethyl-9H-fluoren-2-yl)-phenylamino}-1,1':4',1''-terphenyl